FC1=C(CSC2=NC(=CC=N2)N[C@H](C)[C@H](CO)O)C=CC=C1F 2-((2,3-difluorobenzyl)thio)-6-(((2R,3R)-3,4-dihydroxybutan-2-yl)amino)pyrimidin